2,4-diisopropoxy-4'-hydroxybenzophenone C(C)(C)OC1=C(C(=O)C2=CC=C(C=C2)O)C=CC(=C1)OC(C)C